cyanocyclohexyl-acetic acid C(#N)C(C(=O)O)C1CCCCC1